N-(4-cyanophenyl)-1H-pyrazole-3-carboxamide C(#N)C1=CC=C(C=C1)NC(=O)C1=NNC=C1